OC=1C=C(C=C(C1C(C)C)O)C=1OC2=C(C1)C=C(C=C2)S(=O)(=O)C.[Na+] Sodium (i) 2-(3,5-dihydroxy-4-isopropyl-phenyl)-5-methylsulfonylbenzofuran